ClC1=CC(=C(C=C1)N1CCC(CC1)C=1C(=NOC1)C)F 4-[1-(4-chloro-2-fluorophenyl)piperidin-4-yl]-3-methyl-1,2-oxazol